CN(C1=NC=CC(=C1)C(=O)NC1=C(C=C(C(=C1)C=1C=C(C=2N(C1)C=CN2)N2CCOCC2)C)F)C 2-(Dimethylamino)-N-{2-fluoro-4-methyl-5-[8-(morpholin-4-yl)imidazo[1,2-a]pyridin-6-yl]phenyl}pyridine-4-carboxamide